N[C@H](C)C=1C=C(C=C2C(C(=C(OC12)C1=NC=CC=C1)C)=O)C 8-[(1R)-1-Aminoethyl]-3,6-dimethyl-2-(2-pyridyl)chromen-4-one